(Z)-3-(4-(4-((2-oxoindolin-3-ylidene)methyl)phenyl)-1H-1,2,3-triazol-1-yl)benzonitrile O=C\1NC2=CC=CC=C2/C1=C/C1=CC=C(C=C1)C=1N=NN(C1)C=1C=C(C#N)C=CC1